5-(2-chloro-5-(isobutyrylaminomethyl)benzoylamino)-1-propyl-N-(4-(trifluoromethoxy)phenyl)-1H-indole-2-carboxamide ClC1=C(C(=O)NC=2C=C3C=C(N(C3=CC2)CCC)C(=O)NC2=CC=C(C=C2)OC(F)(F)F)C=C(C=C1)CNC(C(C)C)=O